N-(cyclopropylmethyl)-6-(2-fluoro-3,5-dimethoxyphenyl)-2-(methylthio)pyrido[3,4-d]pyrimidine-8-amine C1(CC1)CNC1=NC(=CC2=C1N=C(N=C2)SC)C2=C(C(=CC(=C2)OC)OC)F